CS(=O)(=O)OC1CCN(CC1)C(=O)OC(C)(C)C tertbutyl 4-(methylsulfonyloxy)piperidine-1-carboxylate